N-(5-cyanopyridin-2-yl)-N-((5-(5-(difluoromethyl)-1,3,4-oxadiazol-2-yl)thiazol-2-yl)methyl)ethanesulfonamide C(#N)C=1C=CC(=NC1)N(S(=O)(=O)CC)CC=1SC(=CN1)C=1OC(=NN1)C(F)F